3-((hexyl-1,1-d2)oxy)-4-(1-(methyl-d3)-1,2,5,6-tetrahydropyridin-3-yl)-1,2,5-thiadiazole C(CCCCC)([2H])([2H])OC1=NSN=C1C=1CN(CCC1)C([2H])([2H])[2H]